O1CCC(CC1)C#CC1=NN(C(=N1)C1=NC=CC2=CC=CC=C12)COCC[Si](C)(C)C (3-((tetrahydro-2H-pyran-4-yl)ethynyl)-1-((2-(trimethylsilyl)ethoxy)methyl)-1H-1,2,4-triazol-5-yl)isoquinoline